2-(6-{5-chloro-2-[(oxan-4-yl)amino]pyrimidin-4-yl}-1-oxo-2,3-dihydro-1H-isoindol-2-yl)-N-[(1R)-1-[3-(2-hydroxyethoxy)phenyl]ethyl]acetamide ClC=1C(=NC(=NC1)NC1CCOCC1)C1=CC=C2CN(C(C2=C1)=O)CC(=O)N[C@H](C)C1=CC(=CC=C1)OCCO